β-phenylethenol C1(=CC=CC=C1)C=CO